N,2-dimethylindole CN1C(=CC2=CC=CC=C12)C